CN(C)CCCl.Cl The molecule is a hydrochloride obtained by combining 2-dimethylaminoethyl chloride with one molar equivalent of hydrochloric acid. It is a hydrochloride and an organoammonium salt. It contains a 2-dimethylammonioethyl chloride.